C(C1=CC=CC=C1)OC1=CC=C(C=C1)C1=NC=CC(=C1)\C=C/1\C(NC(S1)=O)=O (Z)-5-((2-(4-(benzyloxy)phenyl)pyridin-4-yl)methylene)thiazolidine-2,4-dione